7-Ethyl-4-(4-fluoro-3-(4-(methoxymethyl)-1-methyl-1H-indazol-5-yl)phenyl)-7H-imidazo[4,5-c]pyridazine C(C)N1C=NC2=C1N=NC=C2C2=CC(=C(C=C2)F)C=2C(=C1C=NN(C1=CC2)C)COC